N-(7-fluoro-1-(4-fluorophenyl)-6-(2-hydroxy-2-methylpropyl)-1H-benzo[d]imidazol-2-yl)-3,3-dimethylbutanamide FC1=C(C=CC2=C1N(C(=N2)NC(CC(C)(C)C)=O)C2=CC=C(C=C2)F)CC(C)(C)O